Br.BrCC(=O)C1=NC=CC=C1 2-Bromo-1-(pyridin-2-yl)ethan-1-one hydrobromide salt